ClC=1C=C(C=C(C1OCCCCl)Cl)C(C)(C)C1=CC=C(OCC=2N=CN(C2)S(=O)(=O)C)C=C1 4-((4-(2-(3,5-dichloro-4-(3-chloropropoxy)phenyl)propan-2-yl)phenoxy)methyl)-1-(methylsulfonyl)-1H-imidazole